6-hydroxy-[2H]-naphtho[1,2-b]pyrane OC1=CC2=C(OCC=C2)C2=CC=CC=C12